C(C)N1C(NC2=C(C1=O)NC(=C2)CN2CCN(CC2)C=2C=CC(=NC2)C(=O)NC)=O 5-(4-((3-ethyl-2,4-dioxo-2,3,4,5-tetrahydro-1H-pyrrolo[3,2-d]pyrimidin-6-yl)methyl)piperazin-1-yl)-N-methylpicolinamide